C(C)C1=CC=2C(C3=CC=CC=C3SC2C(=C1)CC)=O 2,4-DIETHYLTHIOXANTHENONE